2-(METHYLDITHIO)-ISOBUTYRALDEHYDE CSSC(C=O)(C)C